Tert-butyl (E)-methyl(2-(2-(2-((3-(2'-oxo-1',2'-dihydrospiro[piperidine-4,4'-pyrido[2,3-d][1,3]oxazin]-6'-yl)allyl)oxy)ethoxy)ethoxy) ethyl)carbamate CN(C(OC(C)(C)C)=O)CCOCCOCCOC\C=C\C1=CC2=C(NC(OC23CCNCC3)=O)N=C1